ethyl 2-(1H-imidazol-1-yl)-7-iodo-5-((2-(trimethylsilyl)ethoxy)methyl)-5H-pyrrolo[3,2-d]pyrimidine-4-carboxylate N1(C=NC=C1)C=1N=C(C2=C(N1)C(=CN2COCC[Si](C)(C)C)I)C(=O)OCC